2,2-difluoro-N-(4-fluoro-3-(trifluoromethyl)phenyl)-6-(2-methoxy-5-(2-oxa-7-azaspiro[3.5]nonane-7-carbonyl)benzamido)benzo[d][1,3]dioxole-5-carboxamide FC1(OC2=C(O1)C=C(C(=C2)C(=O)NC2=CC(=C(C=C2)F)C(F)(F)F)NC(C2=C(C=CC(=C2)C(=O)N2CCC1(COC1)CC2)OC)=O)F